4-(Bis(4H-benzo[d][1,3]dioxin-6-yl)methyl)azepane O1COCC2=C1C=CC(=C2)C(C2CCNCCC2)C2=CC1=C(OCOC1)C=C2